N-(4-(1H-imidazol-1-yl)phenyl)-2-oxo-3-(propan-2-ylidene)indoline-5-sulfonamide Tert-butyl-(E)-methyl(2-((3-(4,4,5,5-tetramethyl-1,3,2-dioxaborolan-2-yl)allyl)oxy)ethyl)carbamate C(C)(C)(C)OC(N(CCOC\C=C\B1OC(C(O1)(C)C)(C)C)C)=O.N1(C=NC=C1)C1=CC=C(C=C1)NS(=O)(=O)C=1C=C2C(C(NC2=CC1)=O)=C(C)C